ClC1=C(C(=O)N(C)C2CC2)C=C(C=N1)C=1C=NN(C1)C1=C(C=C(C=C1Cl)C(C(F)(F)F)(C(F)(F)F)F)Cl 2-chloro-N-cyclopropyl-5-(1-(2,6-dichloro-4-(perfluoropropan-2-yl)phenyl)-1H-pyrazol-4-yl)-N-methylnicotinamide